O[C@@H]1C[C@@H](CC1)CN(CCCCCCCC(=O)N(CCCCCCCCCC)CCCCCCCCCC)CCCCCCCC(=O)N(CCCCCCCCCC)CCCCCCCCCC 8,8'-((((1R,3S)-3-hydroxycyclopent-yl)methyl)azanedi-yl)bis(N,N-didecyl-octanamide)